{4-[3-(2-chloroethoxy)phenyl]indolin-1-yl}[5-(hydroxymethyl)thiazol-2-yl]methanone ClCCOC=1C=C(C=CC1)C1=C2CCN(C2=CC=C1)C(=O)C=1SC(=CN1)CO